COC=1C(=NC=CC1B(O)O)C 3-METHOXY-2-METHYLPYRIDINE-4-BORONIC ACID